4-(2-(methylthio)-4-(3-nitrophenyl)-1-((2-(trimethylsilyl)ethoxy)methyl)-1H-imidazol-5-yl)pyridin-2-amine CSC=1N(C(=C(N1)C1=CC(=CC=C1)[N+](=O)[O-])C1=CC(=NC=C1)N)COCC[Si](C)(C)C